ClC1=CC=C2C(=C(N(C2=C1F)C=1C=NN(C1)CC)C1CC1)SC=1C(=C(C(=O)O)C=CC1)F 3-((6-chloro-2-cyclopropyl-1-(1-ethyl-1H-pyrazol-4-yl)-7-fluoro-1H-indol-3-yl)thio)-2-fluorobenzoic acid